NC1=C(C=C(C=C1F)F)/C=C/C(=O)OC Methyl (2E)-3-(2-amino-3,5-difluorophenyl)-2-propenoate